CC1=C(C(=CC(=C1)C)C)N1C(N(CC1)C1=C(C=C(C=C1C)C)C)=[Ru](=CC1=C(C=CC=C1)OC(C)C)(Cl)Cl [1,3-bis(2,4,6-trimethylphenyl)imidazolidin-2-ylidene]-dichloro-[(2-propan-2-yloxyphenyl)methylidene]ruthenium